[N+](=[N-])(N=[N+]=[N-])N=[N+]=[N-] diazoazide